(2R,4aR)-10-bromo-11-chloro-9-fluoro-2-methyl-6-(methyl-d3)-5-Oxo-1,2,4,4a,5,6-Hexahydro-3H-pyrazino[1',2':4,5]pyrazino[2,3-c]quinoline BrC=1C(=CC=2C3=C(C=NC2C1F)N(C([C@@H]1N3C[C@H](NC1)C)=O)C([2H])([2H])[2H])Cl